(1R,5S)-6-(2-ketoethyl)-3-azabicyclo[3.1.0]hexane-3-carboxylic acid benzyl ester C(C1=CC=CC=C1)OC(=O)N1C[C@@H]2C([C@@H]2C1)CC=O